2-(3-(benzyloxy)-4-(chloromethyl)phenyl)-1-cyclopropyl-4-(trifluoromethyl)-1H-imidazole C(C1=CC=CC=C1)OC=1C=C(C=CC1CCl)C=1N(C=C(N1)C(F)(F)F)C1CC1